N-(1-{2-[1-(2-methoxyethyl)-3,5-dimethyl-1H-pyrazol-4-yl]quinolin-4-yl}ethyl)-2-methylbenzamide COCCN1N=C(C(=C1C)C1=NC2=CC=CC=C2C(=C1)C(C)NC(C1=C(C=CC=C1)C)=O)C